NC=1C=C(C(=C(C1)[C@@H](C)N1C(C=CC=C1N1C[C@H](N(CC1)C)C)C)F)C(F)F N-((R)-1-(5-amino-3-(difluoromethyl)-2-fluorophenyl)ethyl)-6-((R)-3,4-dimethylpiperazin-1-yl)-2-methylpyridine